methyl (2S)-3-(3-(1-bromo-8-((2-((tert-butyldiphenylsilyl)oxy)ethyl)sulfonyl)-3,7,7-trimethyl-2-oxooctan-3-yl)phenyl)-2-methylpropanoate BrCC(C(CCCC(CS(=O)(=O)CCO[Si](C1=CC=CC=C1)(C1=CC=CC=C1)C(C)(C)C)(C)C)(C)C=1C=C(C=CC1)C[C@@H](C(=O)OC)C)=O